3-(2-furyl)-5-thiophenylpyridine O1C(=CC=C1)C=1C=NC=C(C1)C=1SC=CC1